(E)-4-fluoro-2-isopropyl-5-[2-(thiophen-2-yl)vinyl]benzene-1,3-diol FC1=C(C(=C(C=C1\C=C\C=1SC=CC1)O)C(C)C)O